C1(CC1)C1=NC=NC(=C1C=1N=CC2=C(N(C3=CC(=CC=C23)C#N)CC2=CC3=C(C=4N(CCO3)C=C(N4)C(F)(F)F)C=C2)N1)OC 2-(4-cyclopropyl-6-methoxypyrimidin-5-yl)-9-((2-(trifluoromethyl)-5,6-dihydrobenzo[f]imidazo[1,2-d][1,4]oxazepin-9-yl)methyl)-9H-pyrimido[4,5-b]indole-7-carbonitrile